C1(CCCCC1)P(C1=C(C=CC=C1)OC)C1CCCCC1 dicyclohexyl-(2-methoxyphenyl)phosphine